5-(hydroxymethyl)-3,6-dihydropyridine-1(2H)-carboxylate OCC1=CCCN(C1)C(=O)[O-]